FC1=C(C=C2C(=NN(C2=C1)C1OCCCC1)C=C)C1=C(N(N=C1C)C)OC(CNC(C)C)C 2-[4-(6-fluoro-1-tetrahydropyran-2-yl-3-vinyl-indazol-5-yl)-2,5-dimethyl-pyrazol-3-yl]oxy-N-isopropyl-propan-1-amine